tert-butyl 3,3-dimethyl-4-oxobutanoate CC(CC(=O)OC(C)(C)C)(C=O)C